CC1C(N(C2CC1C2)C(=O)C2=NC(=CC=C2N2N=CC=N2)C)CNC(OC(C)(C)C)=O TRANS-tert-butyl N-({4-methyl-2-[6-methyl-3-(2H-1,2,3-triazol-2-yl)pyridine-2-carbonyl]-2-azabicyclo[3.1.1]heptan-3-yl}methyl)carbamate